8-azabicyclo[3.2.1]octan-3-one hydrochloride salt Cl.C12CC(CC(CC1)N2)=O